C(#N)C=1C(=NC(=CN1)N1CCN(CC1)C)NC1=CC=C(C=C1)C1CCN(CC1)C(=O)OC(C)(C)C Tert-Butyl 4-[4-[[3-cyano-6-(4-methylpiperazin-1-yl)pyrazin-2-yl]amino]phenyl]piperidine-1-carboxylate